O=C1NC(CC[C@H]1N1CC=2C(N(C=CC2C1=O)C1CCC2(CCN(CC2)C(=O)OC(C)(C)C)CC1)=O)=O tert-butyl (R)-9-(2-(2,6-dioxopiperidin-3-yl)-1,4-dioxo-1,2,3,4-tetrahydro-5H-pyrrolo[3,4-c]pyridin-5-yl)-3-azaspiro[5.5]undecane-3-carboxylate